NC1=C2C=CN=C(C2=C(C=C1C(=O)C1=C2C=NN(C2=C(C=C1)F)C1OCCCC1)Br)C (5-amino-8-bromo-1-methylisoquinolin-6-yl)-[7-fluoro-1-(oxan-2-yl)indazol-4-yl]methanone